N1=C(C=CC=C1)[C@@]1(CCOC2(CCCC2)C1)CCN ({2-[(9R)-9-(pyridin-2-yl)-6-oxaspiro[4.5]decan-9-yl]ethyl})amine